(RS)-4-[(4-chlorophenyl)(2-pyridyl)methoxy]piperidine ClC1=CC=C(C=C1)[C@@H](OC1CCNCC1)C1=NC=CC=C1 |r|